ClC=1C(=CC(=NC1C)N)C=1N=C2C3=C(N=C(C(=C3C1F)C)C)N1[C@H]([C@@H](O2)C)[C@@H]2CC[C@H](C1)N2 5-chloro-4-((5S,5aS,6S,9R)-1-fluoro-5,13,14-trimethyl-5a,6,7,8,9,10-hexahydro-5H-6,9-epiminoazepino[2',1':3,4][1,4]oxazepino[5,6,7-ij][2,7]naphthyridin-2-yl)-6-methylpyridin-2-amine